3-methoxypentane-1,5-diol COC(CCO)CCO